The molecule is a hydrochloride obtained by reaction of (R)-nefopam with one equivalent of hydrochloric acid (the racemic salt is an analgesic drug). It contains a (R)-nefopam(1+). It is an enantiomer of a (S)-nefopam hydrochloride. CN1CCO[C@@H](C2=CC=CC=C2C1)C3=CC=CC=C3.Cl